methyl 3-({2-[2,6-bis(benzyloxy)pyridin-3-yl]-1-oxo-3H-isoindol-4-yl}amino)bicyclo[1.1.1]pentane-1-carboxylate C(C1=CC=CC=C1)OC1=NC(=CC=C1N1C(C2=CC=CC(=C2C1)NC12CC(C1)(C2)C(=O)OC)=O)OCC2=CC=CC=C2